(cis)-tert-butyl 1-benzyl-3a-fluoropyrrolo[3,4-b]pyrrole-5(1H)-carboxylate C(C1=CC=CC=C1)N1C=2C(C=C1)(CN(C2)C(=O)OC(C)(C)C)F